ClC1=C(C=CC(=C1)[N+](=O)[O-])N1CC2(C1)CC(C2)NC(OC(C)(C)C)=O tert-butyl (2-(2-chloro-4-nitrophenyl)-2-azaspiro[3.3]heptan-6-yl)carbamate